C1(CC1)CC=1C=C(C=CC1C)NC(=O)N1C2CCCC1C2 N-(3-(cyclopropylmethyl)-4-methylphenyl)-6-azabicyclo[3.1.1]heptane-6-carboxamide